C(C)N1N=C(C(=C1)C1=C(C=CC(=C1)F)C1=C2C(=CN=C1)SC(=C2)C#N)C(F)(F)F 4-(2-(1-Ethyl-3-(trifluoromethyl)-1H-pyrazol-4-yl)-4-fluorophenyl)thieno(2,3-c)pyridine-2-carbonitrile